spiro[pyrrolidine-3,1'-tetralin] C12(CCCC3=CC=CC=C13)CNCC2